FC1=C(C=CC(=C1)C(F)(F)F)C1=NC(=CC2=C1N=C(N(C2=O)C)C)N2C[C@@H](OC1(CCC1)C2)C=2C=NN(C2)C (S)-8-(2-fluoro-4-(trifluoromethyl)phenyl)-2,3-dimethyl-6-(6-(1-methyl-1H-pyrazol-4-yl)-5-oxa-8-azaspiro[3.5]non-8-yl)pyrido[3,4-d]pyrimidin-4(3H)-one